[Cl-].S(=O)(=O)(O)O.[Na+] sodium sulfate, chloride salt